CN1C(OCC1)=O 3-Methyl-1,3-oxazolidine-2-one